2-(10-(2,7-diazaspiro[3.5]nonan-7-yl)-3,4-dihydro-2H-pyrano[2,3-f]quinazolin-5-yl)-3-fluorophenol C1NCC12CCN(CC2)C2=NC=NC1=CC(=C3C(=C21)OCCC3)C3=C(C=CC=C3F)O